ethyl-1-(2-(3,4-dimethylphenyl)-4-(3-fluorobenzyl)-3,5-dioxo-2,3,4,5-tetrahydro-1,2,4-triazine-6-carbonyl)piperidine-3-carboxylic acid ethyl ester C(C)OC(=O)C1C(N(CCC1)C(=O)C=1C(N(C(N(N1)C1=CC(=C(C=C1)C)C)=O)CC1=CC(=CC=C1)F)=O)CC